FC1=CC=C(C[C@H](N)C(=O)O)C=C1 L-4-fluorophenylalanine